1-(9-ethyl-2-(3-(1-methyl-1H-pyrazol-3-yl)phenyl)-6-morpholino-9H-purin-8-yl)-4-methylpiperazin-2-one C(C)N1C2=NC(=NC(=C2N=C1N1C(CN(CC1)C)=O)N1CCOCC1)C1=CC(=CC=C1)C1=NN(C=C1)C